FC=1C(=NC=C(C1)OCCOC)N1CCN(CC1)CCN(C(OC(C)(C)C)=O)C tert-butyl (2-{4-[3-fluoro-5-(2-methoxyethoxy)pyridin-2-yl]piperazin-1-yl}ethyl)methylcarbamate